C1(C=COC12CCCCC2)=O oxa-spiro[4.5]decenone